C[NH+](CCS(=O)(=O)[O-])CCCCCCCCCCCCCC 2-(N-methyltetradecylammonio)ethanesulfonate